N-{[5-(4-acetylmorpholin-3-yl)-4-fluoro-1H-benzoimidazol-2-yl](cyclooctyl)methyl}-3-methylisoxazole-4-carboxamide C(C)(=O)N1C(COCC1)C1=C(C2=C(NC(=N2)C(NC(=O)C=2C(=NOC2)C)C2CCCCCCC2)C=C1)F